C1(CCC1)N1CCC(CC1)N1CCC(CC1)C=1C=C(C2=C(N(C(=N2)C2=CC(=C(C=C2)S(=O)(=O)C)F)C)C1)C 6-(1'-cyclobutyl-[1,4'-bipiperidin]-4-yl)-2-(3-fluoro-4-(methylsulfonyl)phenyl)-1,4-dimethyl-1H-benzo[d]imidazole